[H-].[Tb+3].[H-].[H-] Terbium hydrid